2,2-diethoxy-N-[1-(3-thienyl)ethyl]acetamide C(C)OC(C(=O)NC(C)C1=CSC=C1)OCC